C(C)(=O)C1=NN(C2=C(C=C(C=C12)C=1C=NC(=NC1)C)C)CC(=O)N1[C@@H]2C[C@@]2(C[C@H]1C(=O)N[C@@H](CC1CC1)C)C (1R,3S,5R)-2-(2-(3-acetyl-7-methyl-5-(2-methylpyrimidin-5-yl)-1H-indazol-1-yl)acetyl)-N-((R)-1-cyclopropylpropan-2-yl)-5-methyl-2-azabicyclo[3.1.0]hexane-3-carboxamide